ClC1=CC=C(OC2CN(C2)C=2N=C(C3=C(N2)CCCS3(=O)=O)NC=3C=CC(N(C3)C)=O)C=C1 5-((2-(3-(4-chlorophenoxy)azetidin-1-yl)-5,5-dioxido-7,8-dihydro-6H-thiopyrano[3,2-d]pyrimidin-4-yl)amino)-1-methylpyridin-2(1H)-one